C(C)OC(=O)C=1N=C2N(C(=NC(=C2C2=CC(=[N+](C(=C2)C)[O-])C)C2=CC=CC=C2)S(=O)(=O)C)C1 4-(2-(ethoxycarbonyl)-5-(methylsulfonyl)-7-phenylimidazo[1,2-c]pyrimidin-8-yl)-2,6-dimethylpyridine 1-oxide